(R)-4-(N-((5-cyclopentylpyridin-2-yl)methyl)-1-((perfluorophenyl)sulfonyl)azetidine-2-carboxamido)-2-hydroxybenzoic acid C1(CCCC1)C=1C=CC(=NC1)CN(C(=O)[C@@H]1N(CC1)S(=O)(=O)C1=C(C(=C(C(=C1F)F)F)F)F)C1=CC(=C(C(=O)O)C=C1)O